4-(3-hydroxyazetidin-1-yl)-6-(3-nitrostyryl)-1,3,5-triazin OC1CN(C1)C1=NC=NC(=N1)C=CC1=CC(=CC=C1)[N+](=O)[O-]